(tetrahydrofurfuryloxy)titanium chloride [Cl-].C(C1CCCO1)O[Ti+3].[Cl-].[Cl-]